CC1(CC(SC1)=O)C 4,4-Dimethyldihydro-2(3H)-thiophenon